(1S,3S,5R)-3-ethoxy-8-((5-methoxy-7-methyl-1H-indol-4-yl)methyl)-8-azabicyclo[3.2.1]octane C(C)OC1C[C@@H]2CC[C@H](C1)N2CC2=C1C=CNC1=C(C=C2OC)C